(E)-2,3,5-trimethyl-6-(non-1-en-1-yl)benzene-1,4-diol CC1=C(C(=C(C(=C1C)O)C)\C=C\CCCCCCC)O